C12CC(=CC(CC1)N2)C2=C(N=NC(=C2)Cl)N 4-(8-azabicyclo[3.2.1]oct-3-en-3-yl)-6-chloropyridazin-3-amine